C(C)(C)(C)OC(=O)N1CCN(CC1)C1=NC=C(C(=N1)N1C(=NC=C1/C=N/O)C)F (E)-4-(5-fluoro-4-(5-((hydroxyimino)methyl)-2-methyl-1H-imidazol-1-yl)pyrimidin-2-yl)piperazine-1-carboxylic acid tert-butyl ester